6-[4-(6-{2,7-diazaspiro[3.5]nonan-2-ylmethyl}pyridazin-3-yl)-2,3-dihydroindol-1-yl]-N-[(1R,2S)-2-fluorocyclopropyl]-8-(methylamino)imidazo[1,2-b]pyridazine-3-carboxamide C1N(CC12CCNCC2)CC2=CC=C(N=N2)C2=C1CCN(C1=CC=C2)C=2C=C(C=1N(N2)C(=CN1)C(=O)N[C@H]1[C@H](C1)F)NC